FC(C(=O)C1=C(C=C(C(=O)OCC)C=C1)OC)F ethyl 4-(2,2-difluoroacetyl)-3-methoxybenzoate